N-(2-chloro-3-(3-chloro-2-(4-((((S)-2-hydroxypropyl)amino)methyl)-3-methoxyphenyl)pyridin-4-yl)phenyl)-5-((((S)-2-hydroxypropyl)amino)methyl)picolinamide ClC1=C(C=CC=C1C1=C(C(=NC=C1)C1=CC(=C(C=C1)CNC[C@H](C)O)OC)Cl)NC(C1=NC=C(C=C1)CNC[C@H](C)O)=O